3-(4-(difluoromethoxy)phenyl)-8-methoxy-2-(trifluoromethyl)-4H-pyrido[1,2-a]pyrimidin-4-one FC(OC1=CC=C(C=C1)C1=C(N=C2N(C1=O)C=CC(=C2)OC)C(F)(F)F)F